C(=O)C=1C=NC(=NC1)NCC(=O)OC(C)(C)C TERT-BUTYL 2-(5-FORMYLPYRIMIDIN-2-YLAMINO)ACETATE